1-(8-chloro-9,9-dimethyl-9,10-dihydroacridin-2-yl)-N,N-dimethylmethanamine ClC=1C=CC=C2NC=3C=CC(=CC3C(C12)(C)C)CN(C)C